(5R,7S)-benzyl 7-((5-chloropyrimidin-2-yl)amino)-5-((6-(dimethylcarbamoyl)benzo[d]thiazol-2-yl)amino)-2-azaspiro[3.4]octane-2-carboxylate ClC=1C=NC(=NC1)N[C@@H]1C[C@H](C2(CN(C2)C(=O)OCC2=CC=CC=C2)C1)NC=1SC2=C(N1)C=CC(=C2)C(N(C)C)=O